1-(3-(3,7-Dimethyloct-1-en-3-yloxy)prop-1-enyl)-4-methoxybenzene CC(C=C)(CCCC(C)C)OCC=CC1=CC=C(C=C1)OC